(E)-5-chloro-2-(3-(2-cyano-2-(6-methoxy-3H-imidazo[4,5-c]pyridin-2-yl)vinyl)-2,5-dimethyl-1H-pyrrol-1-yl)thiophene-3-carbonitrile ClC1=CC(=C(S1)N1C(=C(C=C1C)\C=C(\C1=NC2=C(C=NC(=C2)OC)N1)/C#N)C)C#N